C(C)(C)(C)OC(NC[C@@H]1CNCCO1)=O (S)-tert-butyl(morpholin-2-ylmethyl)carbamate